3-bromo-5,7-bis(trifluoromethyl)benzothiophene-2-carboxamide BrC1=C(SC2=C1C=C(C=C2C(F)(F)F)C(F)(F)F)C(=O)N